4-((3-methyl-5-(2-methyl-6-phenylpyridin-4-yl)-4,5,6,7-tetrahydro-1H-pyrazolo[4,3-c]pyridin-1-yl)methyl)bicyclo[2.2.2]octan-1-amine CC1=NN(C2=C1CN(CC2)C2=CC(=NC(=C2)C2=CC=CC=C2)C)CC21CCC(CC2)(CC1)N